2-((2-methoxy-2-oxoethyl)amino)piperidine-1-carboxylic acid tert-butyl ester C(C)(C)(C)OC(=O)N1C(CCCC1)NCC(=O)OC